CN1N=CC(=C1)C1=NC=CC(=C1)N 2-(1-methyl-1H-pyrazol-4-yl)pyridin-4-amine